COCC(=O)NC=1C=C(C=CC1)OB(O)O (3-(2-methoxyacetylamino)phenyl)boric acid